C[C@H]1N(C[C@@H](N(C1)C1=NC=C(N=C1)C(F)(F)F)C)C(=O)OC1CC2(CN(C2)CC2=CC=C(C=C2)C(N)=O)C1 2-[(4-carbamoylphenyl)methyl]-2-azaspiro[3.3]heptan-6-yl (2R,5S)-2,5-dimethyl-4-[5-(trifluoromethyl)pyrazin-2-yl]piperazine-1-carboxylate